O1CCN(CC1)C1=CC(=NC=2N1N=C(C2)C2=CC=NC=C2)N2N=C(C=CC2=O)C2=CC=CC=C2 2-(7-morpholino-2-(pyridin-4-yl)pyrazolo[1,5-a]pyrimidin-5-yl)-6-phenylpyridazin-3(2H)-one